FC1=CC=C(NC2=CC=C(C=C2)OC)C=C1 4-fluoro-N-(4-methoxyphenyl)aniline